ClC=1C(=CC=2N(N1)C=C(N2)[C@H](CC(C(F)(F)F)(C)C)NC(OC(C)(C)C)=O)C[C@H](OC)N2C(N[C@@H](C2)C(F)(F)F)=O tert-Butyl ((S)-1-(6-chloro-7-((S)-2-methoxy-((S)-2-oxo-4-(trifluoromethyl)imidazolidin-1-yl)ethyl)imidazo[1,2-b]pyridazin-2-yl)-4,4,4-trifluoro-3,3-dimethylbutyl)carbamate